6-Aminospiro[benzo[e][1,3]oxazin-2,1'-cyclohexane]-4(3H)-one NC=1C=CC2=C(C(NC3(CCCCC3)O2)=O)C1